5-bromo-3-fluorothieno[2,3-c]pyridine-2-carboxylic acid BrC=1C=C2C(=CN1)SC(=C2F)C(=O)O